FC=1C=C(OC2=NC(=NN2C(C)C)NC2[C@H]3CN(C[C@@H]2CC3)C(=O)OC(C)(C)C)C=CC1OC(F)(F)F tert-butyl (1R,5S,8S)-8-({5-[3-fluoro-4-(trifluoromethoxy) phenoxy]-1-(propan-2-yl)-1H-1,2,4-triazol-3-yl} amino)-3-azabicyclo[3.2.1]octane-3-carboxylate